C(C)N1SC2=C(C1)C(=C(C=C2)F)C(F)F 2-ethyl-5-fluoro-4-difluoromethylbenzo[d]isothiazole